CS(=O)(=O)C1C(CCC1)=O 2-(methylsulfonyl)cyclopentan-1-one